CN(S(=O)(=O)C1=CC=C(C(=O)N[C@H](C(=O)N2CCN(CC2)C)CCCN[C@H]2[C@@H](C2)C2=CC=C(C=C2)F)C=C1)C 4-(Dimethylsulfamoyl)-N-[(2S)-5-[[(1R,2S)-2-(4-fluorophenyl)cyclopropyl]amino]-1-(4-methylpiperazin-1-yl)-1-oxopentan-2-yl]benzamide